tetramethyl-cyclotetra-siloxane C[SiH]1O[SiH](O[SiH](O[SiH](O1)C)C)C